The molecule is a sterol 3-beta-D-glucoside resulting from the formal condensation of the hydroxy group of campesterol with beta-D-glucopyranose. Found in cloves, common wheat, and peaches. It is a monosaccharide derivative and a sterol 3-beta-D-glucoside. It derives from a campesterol. C[C@H](CC[C@@H](C)C(C)C)[C@H]1CC[C@@H]2[C@@]1(CC[C@H]3[C@H]2CC=C4[C@@]3(CC[C@@H](C4)O[C@H]5[C@@H]([C@H]([C@@H]([C@H](O5)CO)O)O)O)C)C